C12(CC(C1)C2)NS(=O)(=O)C=2C(=C(N(C2C)C)C(=O)Cl)C 4-(N-(bicyclo[1.1.1]pentan-1-yl)sulfamoyl)-1,3,5-trimethyl-1H-pyrrole-2-carbonyl chloride